8-ethynyl-7-fluoro-1-(8-fluoro-4-(methyl(((R)-pyrrolidin-2-yl)methyl)amino)-2-(8-methyl-3,8-diazabicyclo[3.2.1]octan-3-yl)pyrido[4,3-d]pyrimidin-7-yl)isoquinolin-3(2H)-one C(#C)C1=C(C=CC2=CC(NC(=C12)C1=C(C=2N=C(N=C(C2C=N1)N(C[C@@H]1NCCC1)C)N1CC2CCC(C1)N2C)F)=O)F